6-methoxy-N-methyl-5-(prop-2-yn-1-ylamino)pyridine-2-carboxamide COC1=C(C=CC(=N1)C(=O)NC)NCC#C